NC1=CC(=NO1)C1CCN(CC1)C(=O)C1=CC=C(C=C1)C (4-(5-aminoisoxazol-3-yl)piperidin-1-yl)(p-tolyl)methanone